C(C)C1=CC=C(S1)C1(C(C2(OC(C1O)C)OCC1=CC=CC=C12)(O)CO)O (5-ethylthiophen-2-yl)(hydroxymethyl)-6'-methyl-3',4',5',6'-tetrahydro-3H-spiro[isobenzofuran-1,2'-pyran]-3',4',5'-triol